tert-butyl 7,11-dioxa-2-azadispiro[3.1.56.14]dodecane-2-carboxylate C1N(CC12CC1(OCCCO1)C2)C(=O)OC(C)(C)C